COC1=CC=C(CNC2=NC(=NS2)C2=C3C=CC(=NC3=C(C=C2)C)C(=O)O)C=C1 5-(5-((4-methoxybenzyl)amino)-1,2,4-thiadiazol-3-yl)-8-methylquinoline-2-carboxylic acid